Cl.B([O-])([O-])[O-].[Na+].[Na+].[Na+] sodium borate-HCl